COC[C@H](NC(=O)C1=CN=C(S1)C)C(=O)N[C@@H](COC)C(=O)N[C@H](C(=O)[C@@]1(OC1)C)CC1=CC=CC=C1 O-Methyl-N-[(2-methyl-5-thiazolyl)carbonyl]-L-seryl-O-methyl-N-[(1S)-2-[(2R)-2-methyl-2-oxiranyl]-2-oxo-1-(phenylmethyl)ethyl]-L-serinamide